NC1=CC=C(C=N1)N1CCN(CC1)C(=O)OC(C)(C)C tert-butyl 4-(6-aminopyridin-3-yl)piperazin-1-carboxylate